N1=C(NCC1)C=1C=C(C=C(C1)NC=O)F N-[5-(4,5-dihydro-3H-imidazol-2-yl)-3-fluorophenyl]methanamide